2-cyclopropyl-N-[3-(3,5-dimethylisoxazol-4-yl)-4-(2-pyrrolidin-1-ylethoxy)phenyl]cyclopropanecarboxamide C1(CC1)C1C(C1)C(=O)NC1=CC(=C(C=C1)OCCN1CCCC1)C=1C(=NOC1C)C